CN1N=C2N(C=C(C=C2)C2=CC=CC=3N2N=CC3C(=O)N3CCCCC3)C1=O 2-methyl-6-(3-(piperidine-1-carbonyl)pyrazolo[1,5-a]pyridin-7-yl)-[1,2,4]triazolo[4,3-a]pyridin-3(2H)-one